N-(3-chloro-2-fluorobenzyl)-2-(2-((3-methyl-1H-pyrazol-5-yl)amino)-5,6-dihydro-1,7-naphthyridin-7(8H)-yl)-2-oxoacetamide ClC=1C(=C(CNC(C(=O)N2CCC=3C=CC(=NC3C2)NC2=CC(=NN2)C)=O)C=CC1)F